tert-butyl 4-(5-chloropyrimidine-2-carbonyl)piperazine-1-carboxylate ClC=1C=NC(=NC1)C(=O)N1CCN(CC1)C(=O)OC(C)(C)C